N-(1-(1H-indol-3-yl)hexane-2-yl)-6-(4-methylpiperidin-1-yl)thieno[3,2-c]pyridine-2-carboxamide N1C=C(C2=CC=CC=C12)CC(CCCC)NC(=O)C1=CC=2C=NC(=CC2S1)N1CCC(CC1)C